4-propyl-dihydrofuran C(CC)C=1CCOC1